1-(4-bromophenyl)-3-{4-[2-(2-hydroxyphenyl)ethyl]-4-methyl-2,5-dioxoimidazolidin-1-yl}urea BrC1=CC=C(C=C1)NC(=O)NN1C(NC(C1=O)(C)CCC1=C(C=CC=C1)O)=O